5-(4-cyclohexylphenyl)-3-(3-(fluoromethyl)azetidine-1-carbonyl)-2-(1-hydroxypropan-2-yl)pyrazolo[1,5-a]Pyrimidin-7(4H)-one C1(CCCCC1)C1=CC=C(C=C1)C=1NC=2N(C(C1)=O)N=C(C2C(=O)N2CC(C2)CF)C(CO)C